tetrabutyl-difluorotriphenyl-ammonium silicate salt [Si]([O-])([O-])([O-])[O-].C(CCC)C=1C(=C(C(=C(C1)[NH+](C1=C(C(=CC=C1)F)F)C1=CC=CC=C1)CCCC)CCCC)CCCC.C(CCC)C=1C(=C(C(=C(C1)[NH+](C1=CC=CC=C1)C1=C(C(=CC=C1)F)F)CCCC)CCCC)CCCC.C(CCC)C=1C(=C(C(=C(C1)[NH+](C1=CC=CC=C1)C1=C(C(=CC=C1)F)F)CCCC)CCCC)CCCC.C(CCC)C=1C(=C(C(=C(C1)[NH+](C1=CC=CC=C1)C1=C(C(=CC=C1)F)F)CCCC)CCCC)CCCC